(R)-2-(5,7-Difluoro-1H-indole-2-carboxamido)-3-(trimethylsilyl)propanoic acid FC=1C=C2C=C(NC2=C(C1)F)C(=O)N[C@H](C(=O)O)C[Si](C)(C)C